C(#N)C=CC(=O)OCC[N+](CC1=CC=CC=C1)(C)C cyanoacryloyl-oxyethyl-dimethylbenzyl-ammonium